1,2-dibutylpiperidinium cyanide [C-]#N.C(CCC)[NH+]1C(CCCC1)CCCC